methyl 3-((2-((S)-(4,4-difluorocyclohexyl)(1-ethyl-1H-pyrazole-5-carboxamido)methyl)-7-methoxyimidazo[1,2-b]pyridazin-6-yl)methyl)-5,5-difluoro-2-oxopiperidine-3-carboxylate FC1(CCC(CC1)[C@@H](C=1N=C2N(N=C(C(=C2)OC)CC2(C(NCC(C2)(F)F)=O)C(=O)OC)C1)NC(=O)C1=CC=NN1CC)F